Dioleoyl-sn-glycero-3-phosphoethanolamin C(CCCCCCC\C=C/CCCCCCCC)(=O)N(CCOP(OC[C@@H](CO)O)(=O)O)C(CCCCCCC\C=C/CCCCCCCC)=O